2-(2-iodophenyl)-1-(1H-indol-3-yl)ethanone-2-d IC1=C(C=CC=C1)C(C(=O)C1=CNC2=CC=CC=C12)[2H]